5-(2-((3-chlorobenzyl)amino)ethyl)-1-isopropyl-5-(pyridin-2-yl)piperidin-2-one hydrochloride Cl.ClC=1C=C(CNCCC2(CCC(N(C2)C(C)C)=O)C2=NC=CC=C2)C=CC1